4-[(3S)-3-(4-fluoro-1-piperidinyl)-1-piperidinyl]-3-pyrimidin-5-yl-1H-pyrrolo[2,3-b]pyridine FC1CCN(CC1)[C@@H]1CN(CCC1)C1=C2C(=NC=C1)NC=C2C=2C=NC=NC2